5-(2-bromo-5-methoxypyridin-4-yl)-7-(methylthio)pyrazolo[1,5-c]pyrimidine BrC1=NC=C(C(=C1)C1=CC=2N(C(=N1)SC)N=CC2)OC